4-((2-(3-(dimethylamino)phenoxy)ethoxy)methyl)-N-(3-methoxybenzyl)-N-(3-(pyrrolidin-1-yl)benzyl)oxazol-2-amine CN(C=1C=C(OCCOCC=2N=C(OC2)N(CC2=CC(=CC=C2)N2CCCC2)CC2=CC(=CC=C2)OC)C=CC1)C